3-{[(5-methylfuran-2-yl)methyl]amino}pyridine-4-carboxylic acid CC1=CC=C(O1)CNC=1C=NC=CC1C(=O)O